4-(Cyclopropylmethyl)-6-(2-(2-methylpyridin-4-yl)imidazo[1,2-a]pyrimidin-3-yl)-2H-benzo[b][1,4]oxazin-3(4H)-one C1(CC1)CN1C2=C(OCC1=O)C=CC(=C2)C2=C(N=C1N2C=CC=N1)C1=CC(=NC=C1)C